4,4,5,5-tetramethyl-2-(2-methyl-4-(methyl-sulfonyl)phenyl)-1,3,2-dioxaborolane CC1(OB(OC1(C)C)C1=C(C=C(C=C1)S(=O)(=O)C)C)C